C1(CC1)C1=CC(=NN1C1=NC(=NC(=C1)N1CCOCC1)[C@@H](CO)OC)C1=CC=CC=C1 (S)-2-(4-(5-cyclopropyl-3-phenyl-1H-pyrazol-1-yl)-6-morpholinopyrimidin-2-yl)-2-methoxyethan-1-ol